C(C1=CC=CC=C1)NCCC1=C(C=C(C(=C1)OC)C)OC N-benzyl-2-(2,5-dimethoxy-4-methyl-phenyl)ethylamine